C(CC)NNCCCCCCCCCCCCCCCCCC N-propylamino-1-octadecanamine